4-([4-methyl-3-[7-methyl-2-(methylamino)pyrido[2,3-d]pyrimidin-6-yl]phenyl]carbamoyl)-2-(trifluoromethyl)pyridin-1-ium-1-olate CC1=C(C=C(C=C1)NC(=O)C1=CC(=[N+](C=C1)[O-])C(F)(F)F)C1=CC2=C(N=C(N=C2)NC)N=C1C